α-chlorobenzaldoxime ClC(C1=CC=CC=C1)=NO